COC(=O)C1=C(C=2N=NC(=CC2S1)C1=C(C=C(C=C1C)C)OC)C1=CCCN(C1)C.C(C1=CC=CC=C1)N(C=O)CC1=CC=CC=C1 N,N-dibenzyl-formamide methyl-3-(2-methoxy-4,6-dimethyl-phenyl)-7-(1-methyl-3,6-dihydro-2H-pyridin-5-yl)thieno[3,2-c]pyridazine-6-carboxylate